ClC1(CCC(CC1)P(C1CCCCC1)(C1CCCCC1)=CC1=CC=CC=C1)Cl dichloro(benzylidene)(tricyclohexylphosphorus)